C(C)(C)(C)NC(NC=1C=C2CCC(N(C2=CC1)C(CO)C1=CC=CC=C1)=O)=O 3-tert-butyl-1-[1-(2-hydroxy-1-phenylethyl)-2-oxo-3,4-dihydroquinolin-6-yl]urea